C(C)C1C=2N(CO1)COC2 ethyloxazolo[3,4-c]oxazole